4-(chloromethyl)-1-methyl-pyrazole-3-carboxylic acid methyl ester COC(=O)C1=NN(C=C1CCl)C